O=CC(S)CO 2-THIOGLYCERALDEHYDE